CC1=NOC(=C1C=1C=C2C(=NC(=NC2=CC1)N1CCN(CC1)CCN(C)C)N1[C@@H](COCC1)C1=CC=CC=C1)C (R)-2-(4-(6-(3,5-dimethylisoxazol-4-yl)-4-(3-phenylmorpholino)quinazolin-2-yl)piperazin-1-yl)-N,N-dimethylethanamine